P(=O)(O)(O)O.C1(CCCC1)CCC#N 3-cyclopentyl-propionitrile phosphate